tert-butyl 4-[3-(2,6-dibenzyloxy-3-pyridyl)-7-fluoro-1-methyl-indazol-6-yl]piperazine-1-carboxylate C(C1=CC=CC=C1)OC1=NC(=CC=C1C1=NN(C2=C(C(=CC=C12)N1CCN(CC1)C(=O)OC(C)(C)C)F)C)OCC1=CC=CC=C1